N-(3-cyano-4-fluorophenyl)-1,2,4-trimethyl-5-(2-(oxetan-3-ylamino)-2-oxoacetyl)-1H-pyrrole-3-carboxamide C(#N)C=1C=C(C=CC1F)NC(=O)C1=C(N(C(=C1C)C(C(=O)NC1COC1)=O)C)C